CC1=CC=C(C=C1)S(=O)(=O)OCC1COC(OC1)(C)C (2,2-Dimethyl-1,3-dioxan-5-yl)methyl 4-methylbenzene-sulfonate